decyl 4-((3-aminopropyl)(2-hydroxyethyl)amino)butyrate NCCCN(CCCC(=O)OCCCCCCCCCC)CCO